O=C1NC=CC=C1C(=O)OC methyl 2-oxo-1H-pyridine-3-carboxylate